3-(4-Bromobenzyl)-N-(3-(dimethylamino)propyl)-4-oxo-3,4-dihydroquinazoline-2-carboxamide BrC1=CC=C(CN2C(=NC3=CC=CC=C3C2=O)C(=O)NCCCN(C)C)C=C1